CN1C=NC(=C1C(=O)OCC)NS(=O)(=O)C ethyl 1-methyl-4-(methylsulfonamido)-1H-imidazole-5-carboxylate